IC1=CSC=C1 3-iodothiophene